[3-[1-(2,6-dioxo-3-piperidinyl)-3-methyl-2-oxo-benzimidazol-4-yl]Prop-2-ynyl]Piperidine-1-carboxylic acid tert-butyl ester C(C)(C)(C)OC(=O)N1C(CCCC1)CC#CC1=CC=CC=2N(C(N(C21)C)=O)C2C(NC(CC2)=O)=O